C(C)(C)(C)OC(=O)N1CC(C1)NC=1C=CC(=C(C(=O)O)C1)Cl 5-((1-(tert-butoxycarbonyl)azetidin-3-yl)amino)-2-chlorobenzoic acid